N-{[(3R)-5-chloro-8-hydroxy-3-methyl-1-oxo-3,4-dihydro-1H-2-benzopyran-7-yl]carbonyl}-L-phenylalanine ClC1=CC(=C(C2=C1C[C@H](OC2=O)C)O)C(=O)N[C@@H](CC2=CC=CC=C2)C(=O)O